ClC1=C(C=C(N=N1)N)C(F)(F)F 6-chloro-5-trifluoromethyl-pyridazin-3-amine